tert-butyl 4-(6-(diisopropylcarbamoyl)-2-methoxypyridin-3-yl)piperidine-1-carboxylate C(C)(C)N(C(=O)C1=CC=C(C(=N1)OC)C1CCN(CC1)C(=O)OC(C)(C)C)C(C)C